C(=O)C1=CC=C(CN2CCN(CC2)C(=O)OC(C)(C)C)C=C1 tert-butyl 4-(4-formylbenzyl)piperazine-1-carboxylate